7-(2,7-dichloro-8-fluoropyrido[4,3-d]pyrimidin-4-yl)-3-oxa-7,9-diazabicyclo[3.3.1]nonane-9-carboxylic acid tert-butyl ester C(C)(C)(C)OC(=O)N1C2COCC1CN(C2)C=2C1=C(N=C(N2)Cl)C(=C(N=C1)Cl)F